2-methyl-2-[5-[(3R)-3-amino-5-[(4-chlorophenyl)methyl]-8-fluoro-1,1,4-trioxo-2,3-dihydro-1λ6,5-benzothiazepin-7-yl]-1,3,4-oxadiazol-2-yl]propanenitrile CC(C#N)(C)C=1OC(=NN1)C=1C(=CC2=C(N(C([C@H](CS2(=O)=O)N)=O)CC2=CC=C(C=C2)Cl)C1)F